[SiH](=O)[O-] silanoate